C(C)(C)C1=C(C=C(C(=C1)CCC1=CC(=C(C(=C1)OC)OC)OC)O)O 4-isopropyl-6-(3,4,5-trimethoxyphenethyl)benzene-1,3-diol